1-(3-bromo-4-fluorophenyl)-3-(3-(1-methyl-1H-pyrazol-4-yl)quinoxalin-6-yl)urea BrC=1C=C(C=CC1F)NC(=O)NC=1C=C2N=C(C=NC2=CC1)C=1C=NN(C1)C